2-((1r,4R)-4-(difluoromethoxy)cyclohexylamino)-4-((1R,3S)-3-hydroxycycloheptylamino)pyrimidine-5-carbonitrile FC(OC1CCC(CC1)NC1=NC=C(C(=N1)N[C@H]1C[C@H](CCCC1)O)C#N)F